C(CN(CC(=O)[O-])CC(=O)[O-])N(CC(=O)[O-])CC(=O)[O-] Ethylendiamintetraacetate